5-methyl-4-((5-methyl-1H-pyrazol-3-yl)amino)-6-(piperidin-1-yl)pyrimidin CC=1C(=NC=NC1N1CCCCC1)NC1=NNC(=C1)C